2-([1,1'-biphenyl]-4-yl)-4-phenylpentanedioic acid C1(=CC=C(C=C1)C(C(=O)O)CC(C(=O)O)C1=CC=CC=C1)C1=CC=CC=C1